bromo-6-methoxybenzene-1,2-diol BrC1=C(C(=C(C=C1)OC)O)O